C(C)OC(=O)N1CC2(C1)C[C@H](CC2)N2CCN(CC2)C=2C(=NC=C(C2)F)C2(CCOCC2)O.C2(=CC=CC=C2)C(C=2NC=CC2)C=2NC=CC2 2,2'-(phenylmethylene)dipyrrole ethyl-(6S)-6-[4-[5-fluoro-2-(4-hydroxytetrahydropyran-4-yl)-3-pyridyl]piperazin-1-yl]-2-azaspiro[3.4]octane-2-carboxylate